N-(2-aminophenyl)-4-(3-(4-((((1S,2R)-2-(4-fluorophenyl)cyclopropyl)amino)methyl)piperidin-1-yl)propyl)benzamide NC1=C(C=CC=C1)NC(C1=CC=C(C=C1)CCCN1CCC(CC1)CN[C@@H]1[C@H](C1)C1=CC=C(C=C1)F)=O